COC=1C(=C(C=CC1F)Br)F 3-methoxy-2,4-difluorobromobenzene